NCC=1N=C(C(=NC1N1CCC2(CCC[C@H]2NS(=O)C(C)(C)C)CC1)NC(OC(C)(C)C)=O)C1=C(C(=CC=C1)Cl)Cl tert-Butyl N-[5-(aminomethyl)-3-(2,3-dichlorophenyl)-6-[(1R)-1-[(2-methylpropane-2-sulfinyl)amino]-8-azaspiro[4.5]decan-8-yl]pyrazin-2-yl]carbamate